N-(5-(trifluoromethyl)-2,3-dihydro-1H-inden-1-yl)pyrimidin-2-amine FC(C=1C=C2CCC(C2=CC1)NC1=NC=CC=N1)(F)F